CC1(OC=2C(=NC=C(C2)C(C)N2C[C@@H](N(C[C@H]2C)C=2C=3N=C(N(C3N(C(N2)=O)C)CC)CC#N)C)OC1)C 2-(6-((2S,5R)-4-(1-(2,2-dimethyl-2,3-dihydro-[1,4]dioxino[2,3-b]pyridin-7-yl)ethyl)-2,5-dimethylpiperazin-1-yl)-9-ethyl-3-methyl-2-oxo-3,9-dihydro-2H-purin-8-yl)acetonitrile